((S)-6,8-dichloro-1-methyl-3,4-dihydroisoquinolin-2(1H)-yl)((R)-4-(5-nitro-4-((2-(trimethylsilyl)ethoxy)methoxy)pyridin-3-yl)morpholin-2-yl)methanone ClC=1C=C2CCN([C@H](C2=C(C1)Cl)C)C(=O)[C@H]1CN(CCO1)C=1C=NC=C(C1OCOCC[Si](C)(C)C)[N+](=O)[O-]